NC1CCC(CC1)[C@@]1(NC(=NC(=C1)C(F)(F)F)N(C)C)N (1S,4S)-4-(4-aminocyclohexyl)-N2,N2-dimethyl-6-(trifluoromethyl)pyrimidine-2,4-diamine